tert-butyl (3R,4S)-3-fluoro-4-((3-(((R)-1-(4-((1-((4-hydroxypiperidin-4-yl)methyl)piperidin-4-yl)ethynyl)naphthalen-1-yl)ethyl)carbamoyl)-4-methylphenyl)amino)pyrrolidine-1-carboxylate F[C@@H]1CN(C[C@@H]1NC1=CC(=C(C=C1)C)C(N[C@H](C)C1=CC=C(C2=CC=CC=C12)C#CC1CCN(CC1)CC1(CCNCC1)O)=O)C(=O)OC(C)(C)C